The molecule is a cyclic ketone derived from spiro[4.5]dec-6-en-8-one by substitution of hydrogens by methyl groups at positions 6 and 10, and by an isopropenyl group at position 2 (the (2R,5S,10R)-diastereoisomer). It has a role as a phytoalexin and a plant metabolite. It is a spiro compound, a sesquiterpenoid and a cyclic ketone. C[C@@H]1CC(=O)C=C([C@]12CC[C@H](C2)C(=C)C)C